CC1=C(NC(C=2N1N=C(C2)C(=O)O)=O)C2=CC1=CC=CC=C1C=C2 7-Methyl-6-(2-naphthyl)-4-oxo-4,5-dihydropyrazolo[1,5-a]pyrazine-2-carboxylic acid